C(C)N1CCC(CC1)C[C@@H](C(N1[C@@H](CCC1)C(=O)N1C[C@H](OCC1)C1=CC=CC=C1)=O)NC(=O)C1=CC2=C(S1)C=CC(=C2)C(F)(F)P(O)(O)=O ((2-(((S)-3-(1-ethylpiperidin-4-yl)-1-oxo-1-((S)-2-((R)-2-phenylmorpholine-4-carbonyl)pyrrolidin-1-yl)propan-2-yl)carbamoyl)benzo[b]thiophen-5-yl)difluoromethyl)phosphonic acid